BrC1=C(C=CC(=C1)F)C1=C(C=C(C(=C1)F)C(=O)NC=1C=NC(=C(C1)Cl)N1N=CC=N1)C1COC1 2'-bromo-N-(5-chloro-6-(2H-1,2,3-triazol-2-yl)pyridin-3-yl)-4',5-difluoro-2-(oxetan-3-yl)-[1,1'-biphenyl]-4-carboxamide